tert-butyl (12aR)-10-chloro-9-(2-fluoro-6-hydroxyphenyl)-8-methoxy-6-oxo-3,4,12,12a-tetrahydro-6H-pyrazino[2,1-c][1,4]benzoxazepine-2(1H)-carboxylate ClC1=C(C(=CC=2C(N3[C@@H](COC21)CN(CC3)C(=O)OC(C)(C)C)=O)OC)C3=C(C=CC=C3O)F